[Ti].[Co].[Ba] barium-cobalt-titanium